C(C1=CC=CC=C1)C1(C(=O)OCCC1)CC1=CC=CC=C1 α,α-dibenzyl-δ-valerolactone